C(C1=CC=CC=C1)OC(=O)NC1(CN(C1)C(=O)OC(C)(C)C)CNCC(=O)OC tert-butyl 3-(((benzyloxy)carbonyl)amino)-3-(((2-methoxy-2-oxoethyl)amino)methyl)azetidine-1-carboxylate